N-((3-(benzyloxy)-5-methyl-6-(3-phenoxybenzyl)-2-propylpyridin-4-yl)methyl)methanesulfonamide C(C1=CC=CC=C1)OC=1C(=NC(=C(C1CNS(=O)(=O)C)C)CC1=CC(=CC=C1)OC1=CC=CC=C1)CCC